4-((6-chloropyrido[3,2-d]pyrimidin-4-yl)amino)-2,3-difluorophenol ClC=1C=CC=2N=CN=C(C2N1)NC1=C(C(=C(C=C1)O)F)F